OCC1=CCOC1 4-hydroxymethyl-5H-furan